S1C(=NC2=C1C=CC=C2)CN2CCN(CC2)C2=C(C(=O)OC)C=CC(=C2)Br methyl 2-(4-(benzo[d]thiazol-2-ylmethyl)piperazin-1-yl)-4-bromobenzoate